C(=O)(O)CC=1C(NC(N([C@H]2[C@H](OC)[C@H](O)[C@@H](CO)O2)C1)=O)=O 5-(carboxymethyl)-2'-O-methyl-uridine